C1(CCCCC1)CC(=O)[O-] cyclohexylmethylcarboxylate